NC=1C=CC(=NC1)C1=CC(=C(C=C1)N(C(C)=O)CC(F)F)Cl N-[4-(5-amino-2-pyridyl)-2-chloro-phenyl]-N-(2,2-difluoroethyl)acetamide